N-(4-bromo-3-fluoro-2-pyridyl)-1-methyl-cyclopropanecarboxamide BrC1=C(C(=NC=C1)NC(=O)C1(CC1)C)F